8-bromo-N-{[5-(4-fluorophenyl)-1H-imidazol-2-yl]methyl}-2-(morpholin-4-yl)pyrazolo[1,5-a][1,3,5]triazin-4-amine BrC=1C=NN2C1N=C(N=C2NCC=2NC(=CN2)C2=CC=C(C=C2)F)N2CCOCC2